[Cu].[Mg].[Ni] nickel-magnesium-copper